2,2'-(diazomethylene)dinaphthalene-d14 [N+](=[N-])=C(C1(C(C2=CC(C(C(C2(C(C1([2H])[2H])([2H])[2H])[2H])([2H])[2H])([2H])[2H])([2H])[2H])([2H])[2H])[2H])C1(C(C2=CC(C(C(C2(C(C1([2H])[2H])([2H])[2H])[2H])([2H])[2H])([2H])[2H])([2H])[2H])([2H])[2H])[2H]